4-((4-(4,4-difluoropiperidin-1-yl)phenyl)thio)-1H-1,2,3-triazole-5-carboxylic acid 2,2,2-trifluoroacetate FC(C(=O)O)(F)F.FC1(CCN(CC1)C1=CC=C(C=C1)SC=1N=NNC1C(=O)O)F